C1(CC1)C1=NC=2N(C=C1OC)N=CC2C2=NC(=NC=C2)N[C@H]2CN(CC[C@@H]2F)C(=O)OC(C)(C)C (3S,4S)-tert-butyl 3-((4-(5-cyclopropyl-6-methoxypyrazolo[1,5-a]pyrimidin-3-yl)pyrimidin-2-yl)amino)-4-fluoropiperidine-1-carboxylate